2,4-dichlorophenyl-p-nitrophenyl ether C1=CC(=CC=C1[N+](=O)[O-])OC2=C(C=C(C=C2)Cl)Cl